CC1(CCCC2(CC(CCC12)=C)C)C(=O)O 1,4a-dimethyl-6-methylidene-decahydronaphthalene-1-carboxylic acid